BrC(C(=O)O)=C(C=O)Br 2,3-dibromo-4-oxobut-2-enoic acid